(E)-1-(7-fluoroquinolin-3-yl)-7-(5,6,7,8-tetrahydro-1,8-naphthyridin-2-yl)hept-1-en-3-one FC1=CC=C2C=C(C=NC2=C1)\C=C\C(CCCCC1=NC=2NCCCC2C=C1)=O